FC1=CC2=C(SC(=C2CCNC2=CC(=NC=N2)C2=CC(=C(C(=O)NCCOC)C=C2)CCC)C)C(=C1)C 4-{6-[2-(5-Fluoro-2,7-dimethyl-benzo[b]thiophen-3-yl)-ethylamino]-pyrimidin-4-yl}-N-(2-methoxy-ethyl)-2-propyl-benzamid